FC1=C(C(=CC=C1OC)N1N=NC(=C1)C)CNC(=O)C=1C(=NN(C1)CC1=CC=C2CCN(CC2=C1)C([2H])([2H])[2H])COC N-{[2-fluoro-3-methoxy-6-(4-methyl-1,2,3-triazol-1-yl)phenyl]methyl}-3-(methoxymethyl)-1-{[2-(2H3)methyl-3,4-dihydro-1H-isoquinolin-7-yl]methyl}pyrazole-4-carboxamide